O[C@@]1(CO[C@H]2[C@@H]1OC[C@@H]2N2C(C1=CC=CC=C1C2=O)=O)CCC2=CC=NC1=CC=C(C=C21)OC 2-((3S,3aR,6R,6aS)-6-hydroxy-6-(2-(6-methoxyquinolin-4-yl)ethyl)hexahydrofuro[3,2-b]furan-3-yl)isoindoline-1,3-dione